O=C1C2=C(N=CN1CC(=O)N)SC=C2 2-(4-oxothieno[2,3-d]pyrimidin-3(4H)-yl)acetamide